7-((5-(3-amino-3-(pyridin-2-yl)piperidin-1-yl)-2-(3,4-difluorophenyl)pyridin-4-yl)methyl)imidazo[2,1-f][1,2,4]triazin-4-amine NC1(CN(CCC1)C=1C(=CC(=NC1)C1=CC(=C(C=C1)F)F)CC1=CN=C2C(=NC=NN21)N)C2=NC=CC=C2